C(C)(C)(C)OC([C@@H](CC1=CC(=CC=C1)N1CCC(CC1)C1=CC=CC=C1)[C@@H]1CN(CC1)C(=O)OC(C)(C)C)=O tert-Butyl (3R)-3-[(1S)-2-tert-butoxy-2-oxo-1-[[3-(4-phenyl-1-piperidyl)phenyl]methyl]ethyl]pyrrolidine-1-carboxylate